C12C3CC=CC3C(C(C1)OC(C=C)=O)C2 8-tricyclo[5.2.1.02,6]dec-4-enylprop-2-enoate